C1(CCCCC1)C(=O)N1CCC(CC1)(CN1C[C@@H](C([C@@H](C1)O)O)O)F cyclohexyl(4-fluoro-4-(((3S,4r,5R)-3,4,5-trihydroxypiperidin-1-yl)methyl)piperidin-1-yl)methanone